3-((4,4-bis(((Z)-oct-5-en-1-yl)oxy)butanoyl)oxy)-2-(((((1-(2-hydroxyethyl)piperidin-3-yl)methoxy)carbonyl)oxy)methyl)propyl (9Z,12Z)-octadeca-9,12-dienoate C(CCCCCCC\C=C/C\C=C/CCCCC)(=O)OCC(COC(CCC(OCCCC\C=C/CC)OCCCC\C=C/CC)=O)COC(=O)OCC1CN(CCC1)CCO